ClC=1C=C2C=NC(=NC2=CC1N1CCN(CC1)C1(COC1)C)NC=1C=NN(C1Cl)C1CC1 6-chloro-N-(5-chloro-1-cyclopropyl-1H-pyrazol-4-yl)-7-[4-(3-methyloxetan-3-yl)piperazin-1-yl]quinazolin-2-amine